[Au+].[N-](S(=O)(=O)C(F)(F)F)S(=O)(=O)C(F)(F)F.[N-](S(=O)(=O)C(F)(F)F)S(=O)(=O)C(F)(F)F.C1(=CC=CC=C1)P(C1=CC=CC=C1)C1=CC=CC=C1.[Au+] triphenylphosphine bis(trifluoromethanesulfonimide) gold (I)